8-[2-(oxiran-2-yl)ethyl-[8-oxo-8-(4-pentylnonoxy)octyl]amino]octanoic acid 4-pentylnonyl ester C(CCCC)C(CCCOC(CCCCCCCN(CCCCCCCC(OCCCC(CCCCC)CCCCC)=O)CCC1OC1)=O)CCCCC